phenyl-N6-propyl-4,5,6,7-tetrahydrobenzothiazole-2,6-diamine C1(=CC=CC=C1)C1CC(CC2=C1N=C(S2)N)NCCC